C(C1=CC=CC=C1)N1[C@@H]2CC[C@H]([C@H](C1)OC1=CC=C(C=C1)Br)C2 (1R,4R,5S)-2-benzyl-4-(4-bromophenoxy)-2-azabicyclo[3.2.1]octane